FC(OC=1C=C(C=CC1)C1=NN(C=2C1=NC=C(C2)C(=O)NC2(CS(C2)(=O)=O)C)C2CC(OCC2)C(F)(F)F)F 3-(3-(difluoromethoxy)phenyl)-N-(3-methyl-1,1-dioxidothietan-3-yl)-1-(2-(trifluoromethyl)tetrahydro-2H-pyran-4-yl)-1H-pyrazolo[4,3-b]pyridine-6-carboxamide